1-octadecyl-2-dodecanoyl-glycero-3-phospho-(1'-sn-glycerol) CCCCCCCCCCCCCCCCCCOC[C@H](COP(=O)(O)OC[C@H](CO)O)OC(=O)CCCCCCCCCCC